8-methyl-6-[(1-{[4-(propan-2-yl)phenyl]carbamoyl}-D-prolyl)amino]quinoline-2-carboxylic acid, trifluoroacetate salt FC(C(=O)O)(F)F.CC=1C=C(C=C2C=CC(=NC12)C(=O)O)NC([C@@H]1N(CCC1)C(NC1=CC=C(C=C1)C(C)C)=O)=O